N-(2-Chloro-4-(trifluoromethyl)phenyl)-2-(5-cyclobutyl-2-(2,3-dihydrobenzofuran-5-yl)-7-oxo-6-(piperazin-1-yl)-[1,2,4]triazolo[1,5-a]pyrimidin-4(7H)-yl)acetamide ClC1=C(C=CC(=C1)C(F)(F)F)NC(CN1C=2N(C(C(=C1C1CCC1)N1CCNCC1)=O)N=C(N2)C=2C=CC1=C(CCO1)C2)=O